5-[5-({trans-3-[4-(cyclopropyloxy)phenyl]cyclobutyl}oxy)pyrazin-2-yl]isoxazol-3-ol C1(CC1)OC1=CC=C(C=C1)[C@@H]1C[C@H](C1)OC=1N=CC(=NC1)C1=CC(=NO1)O